NC=1C=CC(=C(C1)C=1C=C(C(N(C1)C)=O)C1=CC=NC=C1)C 5-(5-amino-2-methylphenyl)-1-methyl-2-oxo-1,2-dihydro-[3,4'-bipyridin]